N-[(2E)-3-(benzenesulfonyl)prop-2-en-1-yl]-6-(3,3-dimethylbutanoyl)-2-oxo-1,2,5,6,7,8-hexahydro-1,6-naphthyridine-3-carboxamide C1(=CC=CC=C1)S(=O)(=O)/C=C/CNC(=O)C=1C(NC=2CCN(CC2C1)C(CC(C)(C)C)=O)=O